[6-(3-cyclopropyl-1H-1,2,4-triazol-5-yl)-2-azaspiro[3.3]heptan-2-yl]-[6-[[1-methyl-5-(trifluoromethyl)pyrazol-4-yl]methyl]-2,6-diazaspiro[3.3]heptan-2-yl]methanone C1(CC1)C1=NNC(=N1)C1CC2(CN(C2)C(=O)N2CC3(C2)CN(C3)CC=3C=NN(C3C(F)(F)F)C)C1